N(=[N+]=[N-])CCC1OC2=C(C1)C=C(C=C2[C@@H](C)N)F (1R)-1-(2-(2-azidoethyl)-5-fluoro-2,3-dihydrobenzofuran-7-yl)ethan-1-amine